C(C)(C)(C)OC(=O)N1CCC2=C(C=CC=C12)NCC(C)(C)O.OC1=CC=C(C=C1)C=[N+]([O-])C(C)(C)C 4-hydroxyphenyl-N-t-butylnitrone tert-butyl-4-((2-hydroxy-2-methylpropyl)amino)indoline-1-carboxylate